3-[[5-[(3,5-difluorophenyl)methyl]-1H-indazol-3-yl]carbamoyl]-4-(tetrahydropyran-4-ylamino)benzoic acid dihydrochloride Cl.Cl.FC=1C=C(C=C(C1)F)CC=1C=C2C(=NNC2=CC1)NC(=O)C=1C=C(C(=O)O)C=CC1NC1CCOCC1